N-(2-hydroxy-3-(piperidin-1-yl)propoxy)-4-((6-methoxy-4-methylpyridin-3-yl)methyl)piperidine OC(CON1CCC(CC1)CC=1C=NC(=CC1C)OC)CN1CCCCC1